Cl.C(C)C(CC)NC1=NC(=C(N=C1OC)C1=C(C=C(C=C1)OC(F)(F)F)OC)C N-(1-ethylpropyl)-3-methoxy-5-[2-methoxy-4-(trifluoromethoxy)phenyl]-6-methyl-2-pyrazinamine hydrochloride